C(C)(=O)O[C@H]1[C@](O[C@@H]([C@H]1OC(C)=O)COC(C(C)(C)C1CCCCC1)=O)(C#N)C1=CC=C2C(=NC=NN21)N (2R,3R,4R,5R)-2-(4-aminopyrrolo[2,1-f][1,2,4]triazin-7-yl)-2-cyano-5-(((2-cyclohexyl-2-methylpropanoyl)oxy)methyl)tetrahydro-furan-3,4-diyl diacetate